3-(3-(4-(((4-Bromo-3-methoxyphenyl)(methyl)amino)methyl)phenyl)-5-phenyl-3H-imidazo[4,5-b]pyridin-2-yl)pyridin-2-amine BrC1=C(C=C(C=C1)N(C)CC1=CC=C(C=C1)N1C(=NC=2C1=NC(=CC2)C2=CC=CC=C2)C=2C(=NC=CC2)N)OC